C(C)C1(COC1)COCC1=CC=CC=C1 3-Ethyl-3-(PHENYLMETHOXYMETHYL)oxetane